3-Hydroxy-5-methyl-1,3,6,7,8,9-hexahydro-pyrrolo[3,4-c]isoquinoline-2-carboxylic acid tert-butyl ester C(C)(C)(C)OC(=O)N1C(C=2N=C(C=3CCCCC3C2C1)C)O